N-(4-aminophenylsulfonyl)acetamide NC1=CC=C(C=C1)S(=O)(=O)NC(C)=O